BrC=1C=CN2N=C(N=CC21)N[C@@H](C(F)(F)F)C (R)-5-bromo-N-(1,1,1-trifluoropropan-2-yl)pyrrolo[2,1-f][1,2,4]triazin-2-amine